(2S)-2-[9H-fluoren-9-ylmethoxycarbonyl(methyl)amino]-3-(2-fluorophenyl)propanoic acid C1=CC=CC=2C3=CC=CC=C3C(C12)COC(=O)N([C@H](C(=O)O)CC1=C(C=CC=C1)F)C